3-(1-(tert-butyl)-5-(6-(methoxymethyl)-4-methyl-3-((2-(trimethylsilyl)ethoxy)methyl)-3H-imidazo[4,5-c]pyridin-2-yl)-1H-pyrazol-3-yl)cyclopentan-1-one C(C)(C)(C)N1N=C(C=C1C1=NC2=C(C(=NC(=C2)COC)C)N1COCC[Si](C)(C)C)C1CC(CC1)=O